ClC=1C(=CC(=NC1)N[C@H]1[C@@H](CN(CC1)S(=O)(=O)C)O)C1=CN=C(O1)C1CCN(CC1)C (3R,4R)-4-((5-chloro-4-(2-(1-methylpiperidin-4-yl)oxazol-5-yl)pyridin-2-yl)amino)-1-(methylsulfonyl)piperidin-3-ol